ClC=1C=CC(=C2C=CN(C(C12)=O)C)N(C1CC2(CN(C2)C(=O)OC(C)(C)C)C1)C tert-butyl 6-((8-chloro-2-methyl-1-oxo-1,2-dihydroisoquinolin-5-yl)(methyl) amino)-2-azaspiro[3.3]heptane-2-carboxylate